5-chloro-2-((3S,5R)-3,5-dimethylmorpholino)pyridin-4-amine ClC=1C(=CC(=NC1)N1[C@H](COC[C@H]1C)C)N